2-((3S,4s,5R)-4-(4-chloro-2,6-difluorophenyl)-4-hydroxy-3,5-dimethylpiperidin-1-yl)acetamide ClC1=CC(=C(C(=C1)F)C1([C@H](CN(C[C@H]1C)CC(=O)N)C)O)F